bis(triethoxysilylpropyl)disulphane C(C)O[Si](OCC)(OCC)CCCSSCCC[Si](OCC)(OCC)OCC